1-(difluoromethyl)-2-oxo-pyridine-3-carbaldehyde FC(N1C(C(=CC=C1)C=O)=O)F